2-[[3-(4-chloro-2-fluoro-phenyl)-5-methyl-triazol-4-yl]methyl]-5-[rac-(2s,6r)-2,6-dimethylmorpholin-4-yl]pyridazin-3-one ClC1=CC(=C(C=C1)N1N=NC(=C1CN1N=CC(=CC1=O)N1C[C@@H](O[C@@H](C1)C)C)C)F |r|